3-(4-methoxyphenyl)-5-methyl-pyrazol-4-ol COC1=CC=C(C=C1)C1=NNC(=C1O)C